C(C1=CC=CC=C1)SC(CCCCC(=O)O)CCSC(C1=CC=CC=C1)(C1=CC=CC=C1)C1=CC=CC=C1 6-(benzylthio)-8-(triphenylmethylthio)caprylic acid